6-(4-bromophenyl)pyrimidine BrC1=CC=C(C=C1)C1=CC=NC=N1